N(=NC(C#N)(C)C1CCC1)C(C#N)(C)C1CCC1 2,2'-azobis(2-cyclobutylpropionitrile)